C1(CC1)C=1C(=CC2=C(C=3N([C@@H](CO2)C(C)C)C=C(C(C3)=O)C(=O)O)C1)OCC(F)(F)F (R)-2-cyclopropyl-7-isopropyl-11-oxo-3-(2,2,2-trifluoroethoxy)-6,7-dihydro-11H-benzo[f]pyrido[1,2-d][1,4]oxazepine-10-carboxylic acid